2-(3-chlorophenyl)-2-methylpropyl ((S)-4-methyl-1-oxo-1-(((S)-1-oxo-3-((S)-2-oxopyrrolidin-3-yl)propan-2-yl)amino)pentan-2-yl)carbamate CC(C[C@@H](C(N[C@H](C=O)C[C@H]1C(NCC1)=O)=O)NC(OCC(C)(C)C1=CC(=CC=C1)Cl)=O)C